N[C@H]1CN(CC1)C(=O)N(C)C (R)-3-amino-N,N-dimethylpyrrolidine-1-carboxamide